ethyl (E,E,E)-7-(2-n-propoxy-5,5,8,8-tetramethyl-5,6,7,8-tetrahydro-naphthalen-3-yl)-6-fluoro-3-methylocta-2,4,6-trienoate C(CC)OC1=CC=2C(CCC(C2C=C1/C(=C(\C=C\C(=C\C(=O)OCC)\C)/F)/C)(C)C)(C)C